1,3-bis(tert-butyl)-2-vinylcyclodisilazane C(C)(C)(C)N1[SiH](N([SiH2]1)C(C)(C)C)C=C